C1(CCC1)C(=O)O.C1CCC1 cyclobutane (Cyclobutanate)